6,7-dimethoxy-2-(4-methoxyphenyl)quinolin-4-amine dihydrochloride Cl.Cl.COC=1C=C2C(=CC(=NC2=CC1OC)C1=CC=C(C=C1)OC)N